hexahydro-4,7-methylene-2H-isoindole C1C2C3CNCC3=C1CC2